3-((2-oxo-2-(2,2,2-trichloroethoxy)ethoxy)carbonyl)but-3-enoic acid O=C(COC(=O)C(CC(=O)O)=C)OCC(Cl)(Cl)Cl